5-bromo-4-methyl-1,3-dihydrobenzo[c]thiophene BrC1=C(C2=C(CSC2)C=C1)C